NCC1=NNC(C2=CC=C(C=C12)C=1C=NN2C1CN(CC2)C(=O)C2CC2)=O 4-(aminomethyl)-6-(5-(cyclopropanecarbonyl)-4,5,6,7-tetrahydropyrazolo[1,5-a]pyrazin-3-yl)phthalazin-1(2H)-one